CN(C(OC(C)(C)C)=O)CCOC1=NC=CN=C1NC1=CC=C(C=C1)C(F)(F)F tert-butyl N-Methyl-N-{2-[(3-{[4-(trifluoromethyl)phenyl]amino}pyrazin-2-yl)oxy]ethyl}carbamate